C(C)C1=C(C=CC(=C1)N1C2CN(C(C1)C2)C)NC2=NC=C(C(=N2)NCCCN2C(C(CC2)(C)C)=O)C(F)(F)F 1-(3-((2-((2-ethyl-4-(5-methyl-2,5-diazabicyclo[2.2.1]heptan-2-yl)phenyl)amino)-5-(trifluoromethyl)pyrimidin-4-yl)amino)propyl)-3,3-dimethylpyrrolidin-2-one